N-[(3-chloro-5-methyl-phenyl)methyl]-4-(3-pyridyl)aniline ClC=1C=C(C=C(C1)C)CNC1=CC=C(C=C1)C=1C=NC=CC1